6-[(2S)-2-amino-4-fluorobutyl]-N-[(furan-2-yl)methyl]-7-methylthieno[3,2-c]pyridazin-4-amine N[C@H](CC1=C(C=2N=NC=C(C2S1)NCC=1OC=CC1)C)CCF